(E)-N-(3-(3-(4-bromophenyl)acrylamido)cyclobutyl)-4-methoxybenzamide BrC1=CC=C(C=C1)/C=C/C(=O)NC1CC(C1)NC(C1=CC=C(C=C1)OC)=O